Androstane-3β,6a,17β-triol C[C@@]12[C@H](CC[C@H]1[C@@H]1C[C@@H](C3C[C@H](CC[C@]3(C)[C@H]1CC2)O)O)O